tert-butyl (1-(6-bromo-3-cyanopyrazolo[1,5-a]pyridin-4-yl)-1H-pyrazol-4-yl)carbamate BrC=1C=C(C=2N(C1)N=CC2C#N)N2N=CC(=C2)NC(OC(C)(C)C)=O